3-amino-6-bromo-4-(6,7-difluoro-1H-indazol-4-yl)-5-methyl-1H-1,7-phenanthrolin-2-one NC=1C(NC2=C3C=CC=NC3=C(C(=C2C1C1=C2C=NNC2=C(C(=C1)F)F)C)Br)=O